CC(C)S(=O)(=O)NCCC(=O)OC[C@@H]1C[C@H]2N(CCC3=CC(=C(C=C23)OC)OC)C[C@H]1CC(C)C [(2R,3S,11bR)-9,10-dimethoxy-3-(2-methylpropyl)-1H,2H,3H,4H,6H,7H,11bH-pyrido[2,1-a]isoquinolin-2-yl]methyl 3-(propane-2-sulfonamido)propanoate